alpha-ethyl-acrylic acid-6,7-epoxyheptyl ester C(CCCCC1CO1)OC(C(=C)CC)=O